ClC=1C=CC=2N(C1)N=CC2C(=O)NC2=C(C=C(C(=C2)C2=NN=C(N2)C(C)C)F)C 6-Chloro-N-[4-fluoro-2-methyl-5-(5-propan-2-yl-4H-1,2,4-triazol-3-yl)phenyl]pyrazolo[1,5-a]pyridine-3-carboxamide